COC([C@@H](NCC=1N=C(SC1)NC(=N)N)C)=O ((guanidino-4-thiazolyl)methyl)alanine methyl ester